2-(4,6-diphenyl-1,3,5-triazine-2-yl)-5-(2-(2-ethylhexanoyloxy)ethoxy)phenol C1(=CC=CC=C1)C1=NC(=NC(=N1)C1=CC=CC=C1)C1=C(C=C(C=C1)OCCOC(C(CCCC)CC)=O)O